C(CCCCCCCCCCCCCCCCC)OS(O)(=O)=O.[Na] sodium stearyl-sulfuric acid